CC1=CCCC1 1-methylcyclopentene